C1(=CC=CC=C1)C1(CCCCC1)OC(C(=C)C)=O 1-phenylcyclohexylmethacrylat